ClC1=C(C=CC(=C1)CN1CCOCC1)N1C=NC(=C1)C1=NC(=NC=C1C(F)(F)F)NC1CCN(CC1)S(=O)(=O)C 4-(1-(2-Chloro-4-(morpholinomethyl)-phenyl)-1H-imidazol-4-yl)-N-(1-(methyl-sulfonyl)piperidin-4-yl)-5-(trifluoro-methyl)pyrimidin-2-amine